C(C1=CC=CC=C1)OCCCC1=NC=2C(=C3C(=NC2)C=CS3)N1C (3-(benzyloxy)propyl)-1-methyl-1H-imidazo[4,5-d]thieno[3,2-b]pyridine